C[Si](C1=C(C=CC=C1)B(O)O)(C)C (2-(trimethylsilyl)phenyl)boronic acid